8-methyl-6-(3-oxa-9-azaspiro[5.5]undec-9-yl)-2-thieno[2,3-c]pyridin-5-yl-3-(2-trimethylsilanylethoxymethyl)pyrido[3,2-d]pyrimidin-4-one CC1=CC(=NC2=C1N=C(N(C2=O)COCC[Si](C)(C)C)C=2C=C1C(=CN2)SC=C1)N1CCC2(CCOCC2)CC1